tin thioglycolate C(CS)(=O)[O-].[Sn+4].C(CS)(=O)[O-].C(CS)(=O)[O-].C(CS)(=O)[O-]